P(OC(C)C)(OC(C)C)(=S)SCS(=O)CC S-[(ethanesulfinyl)methyl] O,O-di(propan-2-yl) phosphorodithioate